C1(=CC=CC2=CC=CC=C12)N(C1=CC=C(C2=CC=C(N(C3=CC=CC=C3)C3=CC=CC4=CC=CC=C34)C=C2)C=C1)C1=CC=CC=C1 di(naphthalen-1-yl)-N,N'-di(phenyl)benzidine